3-[3-(benzyloxycarbonylamino)-1-bicyclo[1.1.1]pentyl]azetidine-1-carboxylic acid tert-butyl ester C(C)(C)(C)OC(=O)N1CC(C1)C12CC(C1)(C2)NC(=O)OCC2=CC=CC=C2